tert-butyl-N-methyl-N-trifluoroacetyl-3-aminothiophene C(C)(C)(C)C=1SC=CC1N(C(C(F)(F)F)=O)C